tert-butyl (R)-(1-(5-cyano-6-((4-(methylsulfonyl)phenyl)amino)pyrazin-2-yl)piperidin-3-yl)carbamate C(#N)C=1N=CC(=NC1NC1=CC=C(C=C1)S(=O)(=O)C)N1C[C@@H](CCC1)NC(OC(C)(C)C)=O